2-hexyldecyl 8-aminooctanoate 2-hexyldecyl-8-aminooctanoate C(CCCCC)C(COC(CCCCCCCN)=O)CCCCCCCC.NCCCCCCCC(=O)OCC(CCCCCCCC)CCCCCC